[La+3].[F-].[Ce+3].[F-].[La+3] lanthanum fluoride cerium fluoride lanthanum